Pentacosa-16,19-dienoic acid C(CCCCCCCCCCCCCCC=CCC=CCCCCC)(=O)O